ClC1=C(OC2=CC3=C(N=C(N=C3)NC3=CC=C(C=C3)F)N(C2=O)C)C(=CC=C1)Cl 6-(2,6-dichlorophenoxy)-2-[(4-fluorophenyl)amino]-8-methylpyrido[2,3-d]pyrimidin-7(8H)-one